ClC=1C=C(C=CC1Cl)C=1N(C(=CC(C1C(=O)O)=O)CN1N=C(C(=C1)C)C(F)(F)F)CC 2-(3,4-dichlorophenyl)-1-ethyl-6-[[4-methyl-3-(trifluoromethyl)pyrazol-1-yl]methyl]-4-oxo-pyridine-3-carboxylic acid